1-(2-hydroxyethyl)piperazine OCCN1CCNCC1